dipropyl-octadecanedioic acid C(CC)C(C(=O)O)(CCCCCCCCCCCCCCCC(=O)O)CCC